diisopropyl ketone C(C)(C)C(=O)C(C)C